N[C@@H]1CCC=2C=3C1=C1C(=NC3C=C(C2C)Cl)C2=CC3=C(C(N2C1)=O)COC([C@]3(O)CC)=O (1R,9S)-1-amino-5-chloro-9-ethyl-9-hydroxy-4-methyl-1,2,3,9,12,15-hexahydro-10H,13H-benzo[de]pyrano[3',4':6,7]indolizino[1,2-b]quinoline-10,13-dione